ClC=1C=C(C=CC1F)N(C(=O)[C@H]1NC[C@H]2[C@@H]1CCC2)C (1S,3aR,6aS)-N-(3-Chloro-4-fluorophenyl)-N-methyloctahydrocyclopenta[c]pyrrole-1-carboxamide